C(C)[C@@H]1N(C[C@H](N(C1)C(C)C=1C=CC=2N(N1)C(=C(N2)C)F)CC)C2=NC(N(C=1N2N=C(C1)CC#N)C)=O 2-(4-((2S,5R)-2,5-diethyl-4-(1-(3-fluoro-2-methylimidazo[1,2-b]pyridazin-6-yl)ethyl)piperazin-1-yl)-1-methyl-2-oxo-1,2-dihydropyrazolo[1,5-a][1,3,5]triazin-7-yl)acetonitrile